C(C1=CC=CC=C1)(=O)P(C1=CC=CC=C1)(C(C1=CC=CC=C1)=O)=O benzoylbenzoylphenylphosphine oxide